ClC1=CC=C(C(=N1)C=1C=CC(=C(C=O)C1)O)NC(C)C=1C=C(C=C2C(C(=C(OC12)N1CCOCC1)C)=O)C 5-(6-chloro-3-((1-(3,6-dimethyl-2-morpholino-4-oxo-4H-chromen-8-yl)ethyl)amino)pyridin-2-yl)-2-hydroxybenzaldehyde